ClC=1C=C(C=C(C1OC1=NNC(C(=C1)C(C)C)=O)Cl)N1N=C(C(NC1=O)=O)C 2-(3,5-Dichloro-4-((5-isopropyl-6-oxo-1,6-dihydropyridazin-3-yl)oxy)phenyl)-6-methyl-1,2,4-triazine-3,5(2h,4h)-dione